2-chloro-4-[[4-[[(1S)-2-hydroxy-1-phenyl-ethyl]amino]-5-(5-methyl-1,2,4-oxadiazol-3-yl)pyrimidin-2-yl]amino]-N,N-dimethyl-benzamide ClC1=C(C(=O)N(C)C)C=CC(=C1)NC1=NC=C(C(=N1)N[C@H](CO)C1=CC=CC=C1)C1=NOC(=N1)C